2,6-dimethyl-4-[2-(3-pyridyl)vinyl]phenol CC1=C(C(=CC(=C1)C=CC=1C=NC=CC1)C)O